C1(CC(C(CC1)C(C)C)OC(COC)=O)C Menthyl-(2-methoxy)-acetat